sodium glycinate salt NCC(=O)[O-].[Na+]